N1=CN=CC=2CCC(CC12)=O quinazolin-7(5H)-one